4-(7-bromo-6-chloro-3-cyano-8-fluoroquinolin-4-yl)piperazine-1-carboxylic acid tert-butyl ester C(C)(C)(C)OC(=O)N1CCN(CC1)C1=C(C=NC2=C(C(=C(C=C12)Cl)Br)F)C#N